N-(2-((2-methoxyethoxy)methoxy)-5-(7-(2-morpholinoethoxy)-1-oxo-6-(4-(trifluoromethyl)phenyl)-3,4-dihydroisoquinolin-2(1H)-yl)phenyl)methanesulfonamide COCCOCOC1=C(C=C(C=C1)N1C(C2=CC(=C(C=C2CC1)C1=CC=C(C=C1)C(F)(F)F)OCCN1CCOCC1)=O)NS(=O)(=O)C